CS(=O)(=O)O[C@H](CN1C=CC2=CC(=CC=C12)S(F)(F)(F)(F)F)C [(1S)-1-methyl-2-[5-(pentafluoro-λ6-sulfanyl)indol-1-yl]ethyl] methanesulfonate